ClC=1C=C2C(=NC(=NC2=C(C1C1=C2C=NN(C2=CC(=C1C)C)C1OCCCC1)F)OC[C@]12CCCN2C[C@@H](C1)F)OCC(F)(F)F 6-chloro-7-(5,6-dimethyl-1-(tetrahydro-2H-pyran-2-yl)-1H-indazol-4-yl)-8-fluoro-2-(((2R,7aS)-2-fluorotetrahydro-1H-pyrrolizin-7a(5H)-yl)methoxy)-4-(2,2,2-trifluoroethoxy)quinazoline